C(CCCCCCCCC(=O)[O-])(=O)[O-].[Na+].[Na+].C(CCCCCCCCC(=O)[O-])(=O)[O-].[Na+].[Na+] Disodium sebacate Disodium sebacate